O1CCC2=C1C=CC(=C2)C=2N=C1N(C=CC=N1)C2C2=CC=NC=C2 2-(2,3-Dihydrobenzofuran-5-yl)-3-(pyridin-4-yl)imidazo[1,2-a]pyrimidine